6-fluoro-4-(1H-pyrazol-4-yl)-1,7-naphthyridine-3-carbonitrile FC=1C=C2C(=C(C=NC2=CN1)C#N)C=1C=NNC1